(R)-2-chloro-8-methyl-N-(5-(methylamino)-6-(1H-1,2,3-triazol-1-yl)pyridin-3-yl)-8-(trifluoromethyl)-7,8-dihydro-6H-pyrazolo[1,5-a]pyrrolo[2,3-e]pyrimidine-6-carboxamide ClC1=NN2C(N=CC3=C2[C@@](CN3C(=O)NC=3C=NC(=C(C3)NC)N3N=NC=C3)(C(F)(F)F)C)=C1